tert-butyl ((1R)-5-(2-(2-aminopyridin-3-yl)-5-(3-methoxy-1H-pyrazol-1-yl)-3H-imidazo[4,5-b]pyridin-3-yl)-2-fluoro-2,3-dihydro-1H-inden-1-yl)carbamate NC1=NC=CC=C1C1=NC=2C(=NC(=CC2)N2N=C(C=C2)OC)N1C=1C=C2CC([C@@H](C2=CC1)NC(OC(C)(C)C)=O)F